Br[C@H]1COCC1 |r| (±)-3-bromotetrahydrofuran